ClC=1C=CC2=C(NC(=N2)C=2C=C(C=CC2)NC=2N=NC(=CC2)C2=CC=CC=C2)C1 N-[3-(6-chloro-1H-benzo[d]imidazol-2-yl)phenyl]-6-phenylpyridazin-3-amine